(E)-4-dimethylamino-1,1-dimethoxybut-3-en-2-one CN(/C=C/C(C(OC)OC)=O)C